(5-chloro-1-(2,6-dimethoxyphenyl)-2-(6-ethoxypyridin-2-yl)-1H-imidazo[4,5-b]pyrazin-6-yl)-5-fluoropyridine-2-sulfonamide ClC=1N=C2C(=NC1C=1C(=NC=C(C1)F)S(=O)(=O)N)N(C(=N2)C2=NC(=CC=C2)OCC)C2=C(C=CC=C2OC)OC